N1(N=NC=C1)C1=CC=C2C(=NC=NC2=C1)N1CCC(CC1)CCP(O)(O)=O (2-(1-(7-(1H-1,2,3-triazol-1-yl)quinazolin-4-yl)piperidin-4-yl)ethyl)phosphonic acid